3-[(carboxymethyl)thio]propionic acid C(=O)(O)CSCCC(=O)O